N1(CCC1)C=1C=NC(=NC1)C1CC2C(NC1)=CC=CC2 3-(5-(azetidin-1-yl)pyrimidin-2-yl)-1,2,3,4,4a,5-hexahydrobenzo[b]pyridine